NC=1C(=NN(C1N)C)CO 4,5-diamino-3-hydroxymethyl-1-methylpyrazole